2-(4-((3-chloro-5-(methylsulfonyl)phenyl)carbamoyl)-1-methyl-1H-pyrrol-2-yl)-3,5-difluoropyridine 1-oxide ClC=1C=C(C=C(C1)S(=O)(=O)C)NC(=O)C=1C=C(N(C1)C)C1=[N+](C=C(C=C1F)F)[O-]